CNC(=O)C1=CC2=C(NC(=N2)C2=CC=CC=C2)C=C1 N-methyl-2-phenyl-1H-benzo[d]imidazole-5-carboxamide